CC1=CC=C(C=C1)OC2=CC=CC(=C2)C 3,4'-dimethyldiphenyl ether